C(C)(C)N1N=NC2=C1C=CC(=C2)C2=NOC(=N2)C2=C(C=CC=C2)C(F)(F)F 3-(1-isopropylbenzotriazol-5-yl)-5-{2-(trifluoromethyl)phenyl}-1,2,4-oxadiazole